CC1=CNC2=NC=C(C=C21)C=2C=C1CCN(CC1=C(C2)[C@H]2NCCC2)C(C)=O (S)-1-(6-(3-methyl-1H-pyrrolo[2,3-b]pyridin-5-yl)-8-(pyrrolidin-2-yl)-3,4-dihydroisoquinolin-2(1H)-yl)ethanone